CSC(CCCCC)O methylthiohexanol